exo-8-azabicyclo[3.2.1]oct-3-ylcarbamic acid tert-butyl ester C(C)(C)(C)OC(NC1CC2CCC(C1)N2)=O